(3R)-3-(4-chloro-1-methyl-1H-benzotriazol-5-yl)-3-(7-{[(2R,5S)-2-ethyl-5-methyl-2,3-dihydropyrido[2,3-f][1,4]oxazepin-4(5H)-yl]methyl}-1-benzothien-5-yl)propanoic acid ClC1=C(C=CC=2N(N=NC21)C)[C@H](CC(=O)O)C=2C=C(C1=C(C=CS1)C2)CN2C[C@H](OC1=C([C@@H]2C)N=CC=C1)CC